5-([1,2,4]Triazolo[1,5-a]pyridin-6-yl)-1-(6-methylpyridin-2-yl)-N-(m-tolyl)-1H-pyrazol-3-carboxyamid N=1C=NN2C1C=CC(=C2)C2=CC(=NN2C2=NC(=CC=C2)C)CC(=O)NC=2C=C(C=CC2)C